N1=CC=C(C=C1)C=1N=C(C2=C(N1)C=NC=C2)N2CCC1(CCN(C1)CC(C)O)CC2 1-(8-(2-(pyridin-4-yl)pyrido[3,4-d]pyrimidin-4-yl)-2,8-diazaspiro[4.5]decan-2-yl)propan-2-ol